CN(CCNC(=O)C1=CC2=C(S1)C=CC(=C2C=O)O)C N-(2-(dimethylamino)ethyl)-4-formyl-5-hydroxybenzo[b]Thiophene-2-carboxamide